tert-butyl (5-(4-((9-(tert-butyl)-2-fluoro-9H-purin-6-yl)amino)-3-ethyl-1H-pyrazol-1-yl)pentyl)carbamate C(C)(C)(C)N1C2=NC(=NC(=C2N=C1)NC=1C(=NN(C1)CCCCCNC(OC(C)(C)C)=O)CC)F